CN(CCOC1C(N(CC1)C=1C=C2C(=C(NC2=CC1)C1=CC(=NC=C1)C)C(C)C)=O)C 3-(2-(dimethylamino)ethoxy)-1-(3-isopropyl-2-(2-methylpyridin-4-yl)-1H-indol-5-yl)pyrrolidin-2-one